CC1=C(C(=CC=C1)C)NC(=O)C[N+](C)(C)C.[Cl-] 2-[(2,6-dimethylphenyl)amino]-N,N,N-trimethyl-2-oxoethaniminium chloride